C(C)(=O)[O-].C(C)(=O)[O-].[Pd+2].C(C)(C)(C)P(CCCC)C(C)(C)C di-tert-butyl-(n-butyl)phosphine palladium diacetate